4-((5-chloro-7-(2-((2,4-dioxo-3-azabicyclo[3.2.0]heptan-3-yl)methyl)thieno[3,2-b]pyridin-7-yl)-1H-indol-1-yl)methyl)piperidine-4-carbonitrile trifluoroacetic acid salt FC(C(=O)O)(F)F.ClC=1C=C2C=CN(C2=C(C1)C1=C2C(=NC=C1)C=C(S2)CN2C(C1CCC1C2=O)=O)CC2(CCNCC2)C#N